2,6-Dimethoxy-N-(5-(3-methoxy-[1,1-biphenyl]-2-yl)isoxazol-3-yl)benzenesulfonamide COC1=C(C(=CC=C1)OC)S(=O)(=O)NC1=NOC(=C1)C1=C(C=CC=C1OC)C1=CC=CC=C1